2,2'-diazobis[3-ethylbenzothiazoline-6-sulfonic acid]-diammonium salt [NH4+].[NH4+].[N+](=[N-])(C1SC2=C(N1CC)C=CC(=C2)S(=O)(=O)[O-])C2SC1=C(N2CC)C=CC(=C1)S(=O)(=O)[O-]